methyl 2-(4-iodophenyl)-2,6,6-trimethyl-7-(meth-ylamino)heptanoate IC1=CC=C(C=C1)C(C(=O)OC)(CCCC(CNC)(C)C)C